O[C@@H](C(=O)NC(CC(=O)OC)C=1C=C(C=CC1)C1=C(C=CC=C1)C)CC(C)C methyl 3-((R)-2-hydroxy-4-methylpentanamido)-3-(2'-methylbiphenyl-3-yl)propanoate